The molecule is a para-terphenyl that is 1,1':4',1''-terphenyl substituted by methoxy groups at positions 3' and 6', hydroxy groups at positions 2', 3 and 4'' and a prenyloxy group at position 4. It has been isolated from Aspergillus taichungensis. It has a role as an Aspergillus metabolite. It is a para-terphenyl, a dimethoxybenzene and a member of phenols. CC(=CCOC1=C(C=C(C=C1)C2=C(C=C(C(=C2O)OC)C3=CC=C(C=C3)O)OC)O)C